4-(tert-butyl) 3-methyl 2,3-dihydro-4H-1,4-oxazine-3,4-dicarboxylate O1CC(N(C=C1)C(=O)OC(C)(C)C)C(=O)OC